ClC1=CC2=C(N=N1)CN(CC2)C(=O)OC(C)(C)C tert-butyl 3-chloro-5,8-dihydropyrido[3,4-c]pyridazine-7(6H)-carboxylate